6-({[(2R,3R,11bR)-3-(2,2-dimethylpropyl)-2-hydroxy-10-methoxy-1H,2H,3H,4H,6H,7H,11bH-pyrido[2,1-a]isoquinolin-9-yl]oxy}methyl)pyridine-3-carbonitrile CC(C[C@H]1[C@@H](C[C@H]2N(CCC3=CC(=C(C=C23)OC)OCC2=CC=C(C=N2)C#N)C1)O)(C)C